1,3,3-trimethyl-3H-indol-1-ium bromide [Br-].C[N+]1=CC(C2=CC=CC=C12)(C)C